(R)-1-(8-(bis(4-methoxybenzyl)amino)-6-(4-ethylpyridin-3-yl)-2,7-diazaNaphthalen-3-yl)-3-(1-methyl-2-oxopyrrolidin-3-yl)urea COC1=CC=C(CN(C=2N=C(C=C3C=C(N=CC23)NC(=O)N[C@H]2C(N(CC2)C)=O)C=2C=NC=CC2CC)CC2=CC=C(C=C2)OC)C=C1